2-(((4R,7R)-1-oxaspiro[3.5]nonan-7-yl)amino)-5-chloropyrido[4,3-d]pyrimidine O1CCC12CCC(CC2)NC=2N=CC1=C(N2)C=CN=C1Cl